C1(CC1)C1=CN=C(C(=N1)C(=O)NS(=O)(=O)C)NC1=C(C(=CC=C1)C=1CCOCC1)OCC(F)(F)F 6-cyclopropyl-3-((3-(3,6-dihydro-2H-pyran-4-yl)-2-(2,2,2-trifluoroethoxy)phenyl)amino)-N-(methyl-sulfonyl)pyrazine-2-carboxamide